methyl(2-{4-[(3S)-oxolan-3-yloxy]pyridin-2-yl}-5H,6H,7H-cyclopenta[d]pyrimidin-4-ylamino)acetamide CC(C(=O)N)NC=1C2=C(N=C(N1)C1=NC=CC(=C1)O[C@@H]1COCC1)CCC2